C(C1=CC=CC=C1)[C@@]1([C@@H]([C@@H](OCC2=CC=CC=C2)[C@@H](O)[C@@H](O1)C(=O)[O-])NC(C(Cl)(Cl)Cl)=O)O[C@@H]1[C@H]([C@H](OC[C@H](COCC2=CC=CC=C2)OCC2=CC=CC=C2)O[C@@H]([C@@H]1N=[N+]=[N-])C)NC(C(Cl)(Cl)Cl)=O (S)-2,3-Dibenzyloxy-1-propyl (benzyl 3-O-benzyl-2-deoxy-2-trichloroacetamido-α-L-altropyranosyluronate)-(1→3)-4-azido-2-trichloroacetamido-2,4,6-trideoxy-β-D-galactopyranoside